7-amino-2,3-dihydrobenzofuran-4-carboxylic acid NC=1C=CC(=C2CCOC21)C(=O)O